O[C@H](C(=O)OCC)[C@H](C1=CC=C(C=C1)F)NC(C1=CC=CC=C1)=O Ethyl (2S,3S)-2-hydroxy-3-benzamido-3-p-fluorophenylpropionate